2-bromo-2,2-difluoroacetic acid ethyl ester C(C)OC(C(F)(F)Br)=O